tert-butyl 4-((3-methyl-4-((6-methylpyridin-3-yl)oxy)phenyl)amino)-5,8-dihydropyrido[4',3':4,5]thieno[2,3-d]pyrimidine-7(6H)-carboxylate CC=1C=C(C=CC1OC=1C=NC(=CC1)C)NC=1C2=C(N=CN1)SC1=C2CCN(C1)C(=O)OC(C)(C)C